m-fluorobenzeneacetonitrile FC=1C=C(C=CC1)CC#N